CCC(CCCCC)O DL-3-octyl alcohol